C1(CC1)C1=NC=C(C(=N1)N1CCC2(NC(NC3=CC=CC=C23)=O)CC1)C#N 2-cyclopropyl-4-(2'-oxo-2',3'-dihydro-1'H-spiro[piperidine-4,4'-quinazolin]-1-yl)pyrimidine-5-carbonitrile